isopropyl ((R)-(((R)-1-(4-amino-2-(ethoxymethyl)-1H-imidazo[4,5-c]quinolin-1-yl) propan-2-yl) oxy) (3-chloro-phenoxy) phosphoryl)-L-alaninate NC1=NC=2C=CC=CC2C2=C1N=C(N2C[C@@H](C)O[P@@](=O)(OC2=CC(=CC=C2)Cl)N[C@@H](C)C(=O)OC(C)C)COCC